BrC1=CC=C(C=C1)C(\C=C\C1=CC(=C(C=C1)O)[N+](=O)[O-])=O (E)-1-(4-Bromophenyl)-3-(4-hydroxy-3-nitrophenyl)prop-2-en-1-one